FC1=C(C=CC=C1C[C@@H]1NC[C@@H]([C@@H]1NS(=O)(=O)CC)F)C1=CC(=CC=C1)F N-{(2S,3R,4S)-2-[(2,3'-difluoro[1,1'-biphenyl]-3-yl)methyl]-4-fluoropyrrolidin-3-yl}ethanesulfonamide